1-Aminopropan-2-yl (8-amino-7-fluoro-6-(8-methyl-2,3-dihydro-1H-pyrido[2,3-b][1,4]oxazin-7-yl)isoquinolin-3-yl)carbamate NC=1C(=C(C=C2C=C(N=CC12)NC(OC(CN)C)=O)C1=C(C2=C(OCCN2)N=C1)C)F